2-(2-((7-(3-(1-aminopropyl)phenyl)benzofuran-5-yl)methoxy)phenyl)acetic acid NC(CC)C=1C=C(C=CC1)C1=CC(=CC=2C=COC21)COC2=C(C=CC=C2)CC(=O)O